7-(Oxetan-3-yloxy)-3,4-dihydroquinolin-2(1H)-one O1CC(C1)OC1=CC=C2CCC(NC2=C1)=O